C(#N)CC(=O)NC1=CC=C(C=C1)C1=C2C(=NC(=C1)NC(=O)C1CC1)NC=C2 N-(4-(4-(2-cyanoacetamido)phenyl)-1H-pyrrolo[2,3-b]pyridin-6-yl)cyclopropylcarboxamide